(3-(methylthio)naphthalen-2-yl)boronic acid CSC=1C(=CC2=CC=CC=C2C1)B(O)O